C=CC(CCCCC)O C1-octen-3-ol